1-ethyl-5-ethynyl-6-fluoro-1,3-benzodiazole C(C)N1C=NC2=C1C=C(C(=C2)C#C)F